ClC=1C=C(OC2=CC=NC3=CC(=CC=C23)OC)C=CC1NC(=O)NC1CC1 4-[3-chloro-4-(cyclopropylaminocarbonyl)aminophenoxy]-7-methoxyquinoline